CC1=CC=2C(=C(N=CC2C(F)(F)F)N2CCN(CC2)C(=O)C2CC(C2)NC(OC(C)(C)C)=O)N1 tert-butyl ((1R,3R)-3-(4-(2-methyl-4-(trifluoromethyl)-1H-pyrrolo[2,3-c]pyridin-7-yl)piperazine-1-carbonyl)cyclobutyl)carbamate